2-(3-hydroxy-3-(hydroxymethyl)pyrrolidin-1-yl)pyridin OC1(CN(CC1)C1=NC=CC=C1)CO